4-(6-chloro-1-methyl-1H-pyrazolo[4,3-c]pyridin-4-yl)-2-(1-ethyl-3-methyl-1H-pyrazol-5-yl)-1,3-thiazole-5-carbaldehyde ClC1=CC2=C(C(=N1)C=1N=C(SC1C=O)C1=CC(=NN1CC)C)C=NN2C